C(#N)C1=NC2=CC(=CC(=C2N=C1N1CC(NCC1)=O)[C@@H](C)NC1=C(C(=O)O)C=CC=C1)C (R)-2-((1-(2-cyano-7-methyl-3-(3-oxopiperazin-1-yl)quinoxalin-5-yl)-ethyl)amino)benzoic acid